O[C@H]1[C@H](CCCC1)NC(=O)C1=NC=CC=C1 N-[(1S,2R)-2-hydroxycyclohexyl]pyridine-2-carboxamide